FC=1C=C(C=C(C1O)C=O)NC(C1=CC=CC=C1)=O N-(3-fluoro-5-formyl-4-hydroxyphenyl)benzamide